FC=1C=CC=2N(C1)N=CC2C(=O)NC2=C(C=C(C(=C2)B2OC(C(O2)(C)C)(C)C)F)C 6-fluoro-N-[4-fluoro-2-methyl-5-(4,4,5,5-tetramethyl-1,3,2-dioxaborolan-2-yl)phenyl]pyrazolo[1,5-a]pyridine-3-carboxamide